NC=1C=C(C(=O)NCCCCN2C(=NC=3C(=NC=4C=CC=CC4C32)N)COCC)C=CC1F 3-Amino-N-(4-(4-amino-2-(ethoxymethyl)-1H-imidazo[4,5-c]quinolin-1-yl)butyl)-4-fluorobenzamide